5-((tert-butoxycarbonyl)amino)pentanoic acid C(C)(C)(C)OC(=O)NCCCCC(=O)O